N1-methyladenosine 5'-triphosphate P(O)(=O)(OP(=O)(O)OP(=O)(O)O)OC[C@@H]1[C@H]([C@H]([C@@H](O1)N1C=NC=2C(=N)N(C=NC12)C)O)O